CC=1C=C2CN(CC2=CC1)CC=1OC=C(C(C1)=O)OCC1CCN(CC1)S(=O)(=O)C 2-((5-methylisoindolin-2-yl)methyl)-5-((1-(methylsulfonyl)piperidin-4-yl)methoxy)-4H-pyran-4-one